2-bromo-4-chloro-1-methylbenzene BrC1=C(C=CC(=C1)Cl)C